8-methoxy-1H-pyrazolo[4,3-C]quinolin COC1=CC=2C3=C(C=NC2C=C1)C=NN3